(1S,2S)-2-[6-(difluoromethyl)pyridin-2-yl]-1-(2-methoxy-5-methylphenyl)-N-(2-methylquinoline-5-sulfonyl)cyclopropane-1-carboxamide FC(C1=CC=CC(=N1)[C@@H]1[C@](C1)(C(=O)NS(=O)(=O)C=1C=2C=CC(=NC2C=CC1)C)C1=C(C=CC(=C1)C)OC)F